OCC(=O)N1CCC(CC1)C1=CC2=C(N(C(N2C)=O)C2C(NC(CC2)=O)=O)C=C1 3-[5-[1-(2-hydroxyacetyl)-4-piperidyl]-3-methyl-2-oxo-benzimidazol-1-yl]piperidine-2,6-dione